COC(/N=C\1/N(C2=C(C=NC=3C=CC(=CC23)C2=CC=C(C=C2)C)N1C)C1=C(C=C(C(=C1)C#N)N1CCN(CC1)C)C)=O (E)-(1-(5-cyano-2-methyl-4-(4-methylpiperazin-1-yl)phenyl)-3-methyl-8-(p-tolyl)-1,3-dihydro-2H-imidazo[4,5-c]quinolin-2-ylidene)carbamic acid methyl ester